[5,5'-biisobenzofuran]-1,1',3,3'-tetraone C1(OC(C2=CC(=CC=C12)C=1C=C2C(OC(C2=CC1)=O)=O)=O)=O